1,2-bis(phenyl-amino)propane C1(=CC=CC=C1)NCC(C)NC1=CC=CC=C1